2-chloro-4-((4-nitrophenylethyl)amino)quinolin-6-ol ClC1=NC2=CC=C(C=C2C(=C1)NCCC1=CC=C(C=C1)[N+](=O)[O-])O